[Na].[Na].[Na].[Na].SC1=C(C=C(C(=C1)S)S)S 1,2,4,5-tetra-mercaptobenzene tetra-sodium salt